O=C1NC(CCC1N1C(C2=CC=C(C=C2C1=O)N1CCN(CC1)CCCN1CCN(CC1)C1=CC=C(C=C1)OC=1C2=C(SC1C1=CC=C(C=C1)F)C=C(C=C2)O)=O)=O 2-(2,6-dioxopiperidin-3-yl)-5-(4-(3-(4-(4-((2-(4-fluorophenyl)-6-hydroxybenzo[b]thiophen-3-yl)oxy)phenyl)piperazin-1-yl)propyl)piperazin-1-yl)isoindoline-1,3-dione